7-fluoro-3,4-dihydro-isoquinolin-1(2H)-one FC1=CC=C2CCNC(C2=C1)=O